C(CCCCCCCCCCCCCCCCC)OC=1C=C(C=C(C1OCCCCCCCCCCCCCCCCCC)OCCCCCCCCCCCCCCCCCC)CO (3,4,5-trioctadecoxyphenyl)methanol